2,6-Dichloro-3-{[(2,2-dimethylpropionyl)amino]methyl}-N-{1-[4-methoxy-3-(trifluoromethyl)phenyl]-1H-indazol-4-yl}benzamide ClC1=C(C(=O)NC2=C3C=NN(C3=CC=C2)C2=CC(=C(C=C2)OC)C(F)(F)F)C(=CC=C1CNC(C(C)(C)C)=O)Cl